(5-chloro-3-cyanopyrazolo[1,5-a]pyrimidin-7-yl)(4-(pyridin-2-yl)benzyl)carbamic acid tert-butyl ester C(C)(C)(C)OC(N(CC1=CC=C(C=C1)C1=NC=CC=C1)C1=CC(=NC=2N1N=CC2C#N)Cl)=O